OC(COC=1C(=CC(=NC1)C)C1=CC=2N(C=C1)N=C(C2)NC2=NC(=CC(=C2)C(=O)N(C)C)C)(C)C 2-[[5-[5-(2-hydroxy-2-methyl-propoxy)-2-methyl-4-pyridyl]pyrazolo[1,5-a]pyridin-2-yl]amino]-N,N,6-trimethyl-pyridine-4-carboxamide